2-(3-(((4-(2-((6-(isoxazol-4-yl)-1H-pyrazolo[3,4-b]pyridin-4-yl)amino)ethoxy)butyl)amino)methyl)-5-(trifluoromethoxy)phenoxy)ethan-1-ol O1N=CC(=C1)C1=CC(=C2C(=N1)NN=C2)NCCOCCCCNCC=2C=C(OCCO)C=C(C2)OC(F)(F)F